CC=1C=CC(=C(N)C1)COCC1=C(C=CC=C1)OC(F)(F)F 5-methyl-2-(((2-(trifluoromethoxy)benzyl)oxy)methyl)aniline